O=C1N(CCC1)C=1C=CC2=C(C1)OC1(CCC1)C1=C2C=NC(=C1)NC1=CC2=C(OC[C@H]3N2C(CC3)=O)N=C1 (S)-2-((8-(2-oxopyrrolidin-1-yl)spiro[chromeno[4,3-c]pyridine-5,1'-cyclobutan]-3-yl)amino)-6,6a,7,8-tetra-hydro-9H-pyrido[2,3-b]-pyrrolo[1,2-d][1,4]oxazin-9-one